N1C(NC2=NC=CC=C21)=O 1H-IMIDAZO[4,5-B]PYRIDIN-2(3H)-ON